(R)-N-(4-chlorophenyl)-2-(2-(5-(fluoromethyl)isoxazol-3-yl)-2-azaspiro[3.3]heptan-6-yl)propanamide ClC1=CC=C(C=C1)NC([C@H](C)C1CC2(CN(C2)C2=NOC(=C2)CF)C1)=O